C(C)N(S(=O)(=O)C1=CC(=CC=C1)OC[C@H](CNC1COC2(C1)CCN(CC2)S(=O)(=O)C2=CC1=CC=CC=C1C=C2)O)C(C)C N-ethyl-3-((2S)-2-hydroxy-3-(8-(naphthalen-2-ylsulfonyl)-1-oxa-8-azaspiro[4.5]decan-3-ylamino)propoxy)-N-isopropylbenzenesulfonamide